2-(2,6-dioxopiperidin-3-yl)-5-((4-(pyrazin-2-yl)piperazin-1-yl)methyl)isoindoline-1,3-dione O=C1NC(CCC1N1C(C2=CC=C(C=C2C1=O)CN1CCN(CC1)C1=NC=CN=C1)=O)=O